C(CCCCCCCCC)[SiH](C1=CC=C(C=C1)C(C)(C)C)C decyl-methyl-(4-t-butylphenyl)silane